ClC=1C=2N(C=CN1)C(=NC2I)[C@@H]2CN(CC2)C(=O)OC(C)(C)C Tert-butyl (3S)-3-{8-chloro-1-iodoimidazo[1,5-a]pyrazin-3-yl}pyrrolidine-1-carboxylate